(S)-4-(((R)-2-methoxypropyl)(4-(5,6,7,8-tetrahydro-1,8-naphthyridin-2-yl)butyl)amino)-2-((5-methoxypyrazin-2-yl)amino)butanoic acid CO[C@@H](CN(CC[C@@H](C(=O)O)NC1=NC=C(N=C1)OC)CCCCC1=NC=2NCCCC2C=C1)C